N1(CCC1)C(=O)C=1C=C(C=CC1)NC1=NC=C(C(=N1)NCC=1C(=NC=CC1)N(S(=O)(=O)C)C)C(F)(F)F N-[3-({[2-{[3-(azetidin-1-ylcarbonyl)phenyl]amino}-5-(trifluoromethyl)pyrimidin-4-yl]amino}methyl)pyridin-2-yl]-N-methylmethanesulfonamide